FC1=CC(=C(C(=C1)C)C=1CCCC2=C(C1C1=CC=C(C=C1)CC1CN(C1)CCCF)C=CC=C2)C 8-(4-Fluoro-2,6-dimethylphenyl)-9-(4-((1-(3-fluoropropyl)azetidin-3-yl)methyl)phenyl)-6,7-dihydro-5H-benzo[7]annulen